3-bromo-1,1a,6,6a-tetrahydrocyclopropa[a]indene-1-carboxylic acid BrC=1C=CC=2CC3C(C2C1)C3C(=O)O